ClC=1C(=NC(=C(C(=O)O)C1)N1CCC(CCC1)(F)F)OC 5-chloro-2-(4,4-difluoroazepan-1-yl)-6-methoxynicotinic acid